2-amino-1-(4-methyl-1,2-oxazol-3-yl)ethan-1-one hydrogen chloride Cl.NCC(=O)C1=NOC=C1C